lithium hydroxycarboxylic acid salt OC(=O)[O-].[Li+]